ClC1=CC=C(C(=N1)C(F)(F)F)C(CC(=O)O)(F)F 6-chloro-β,β-difluoro-2-(trifluoromethyl)-3-pyridinepropanoic acid